6-((2S,3S)-3-aminotetrahydro-2H-pyran-2-yl)-2,7-dichloro-5-(difluoromethyl)-N-(thiophen-2-ylmethyl)-5H-pyrrolo[3,2-d]pyrimidin-4-amine N[C@@H]1[C@H](OCCC1)C1=C(C=2N=C(N=C(C2N1C(F)F)NCC=1SC=CC1)Cl)Cl